O=C1C=C2CC[C@H]3[C@@H]4CCC[C@@]4(C)CC[C@@H]3[C@]2(C=C1)C 3-oxoandrostane-1,4-dien